ClC=1C=C(C=CC1F)NC(=O)C=1N(C=C2C1OC[C@H]1[C@@H](NS2(=O)=O)CN(C1)C1=NC(=NO1)C)C (3aR,10aR)-N-(3-Chloro-4-fluorophenyl)-7-methyl-2-(3-methyl-1,2,4-oxadiazol-5-yl)-2,3,3a,4,10,10a-hexahydro-1H,7H-dipyrrolo[3,4-b:3',4'-f][1,4,5]oxathiazocin-8-carboxamid-5,5-dioxid